(2-chloroethyl)-6-fluoro-1,2,3,4-tetrahydroisoquinoline ClCCC1NCCC2=CC(=CC=C12)F